5-chloro-3-fluoro-2-(3-methyl-4-(2H-tetrazol-5-yl)phenoxy)pyridine ClC=1C=C(C(=NC1)OC1=CC(=C(C=C1)C=1N=NNN1)C)F